N1(CCNCC1)C=1C=CC=2C(N(C(C3=CC=CC1C23)=O)C2=CC=NC=C2)=O 6-(piperazin-1-yl)-2-(pyridin-4-yl)-1H-benzo[de]isoquinoline-1,3(2H)-dione